7-amino-indole NC=1C=CC=C2C=CNC12